ClC1=CC=C(C=C1)C1=CC=C(S1)C(C(=O)N1CCN(CC1)C)(C)C 2-(5-(4-Chlorophenyl)thiophen-2-yl)-2-methyl-1-(4-methylpiperazin-1-yl)propan-1-on